3-[5-(2-Fluoro-phenyl)-pyridin-2-yloxy]-azetidine-1-carboxylic acid (6-methyl-pyridazin-3-yl)-amide CC1=CC=C(N=N1)NC(=O)N1CC(C1)OC1=NC=C(C=C1)C1=C(C=CC=C1)F